2-(4-methyl-3-nitrophenoxy)ethan-1-ol CC1=C(C=C(OCCO)C=C1)[N+](=O)[O-]